ClC1=NN(C=C1C1=NC=CC(=N1)NC1=NC=C2C(=CN=C(C2=C1)C(C)C)N1[C@@H]([C@H](C1)N(S(=O)(=O)C)C)C)C N-((2R,3S)-1-(7-((2-(3-chloro-1-methyl-1H-pyrazol-4-yl)pyrimidin-4-yl)amino)-1-isopropyl-2,6-naphthyridin-4-yl)-2-methylazetidin-3-yl)-N-methylmethanesulfonamide